C(C)(=O)N1CC(C1)NC1=C(N=C(S1)I)C(=O)N ((1-acetylazetidin-3-yl)amino)-2-iodothiazole-4-carboxamide